2-(6-{5-chloro-2-[(oxan-4-yl)amino]pyrimidin-4-yl}-1-oxo-2,3-dihydro-1H-isoindol-2-yl)-N-{1-[4-(piperidin-1-yl)phenyl]ethyl}acetamide ClC=1C(=NC(=NC1)NC1CCOCC1)C1=CC=C2CN(C(C2=C1)=O)CC(=O)NC(C)C1=CC=C(C=C1)N1CCCCC1